C(C)(C)(C)OC(N[C@H]1C2N(CC1CC2)C(=O)C2=CC1=C(C(=C(O1)C=1N(C3=CC(=CC=C3C1)Br)CC1CC1)C)C=C2)=O tert-Butyl-((7R)-2-(2-(6-bromo-1-(cyclopropylmethyl)-1H-indol-2-yl)-3-methylbenzofuran-6-carbonyl)-2-azabicyclo[2.2.1]heptan-7-yl)carbamate